4-(5-Cyano-2-methoxyphenyl)-N-(5-(4-(difluoromethyl)-2-methoxybenzoyl)-5,6-dihydro-4H-pyrrolo[3,4-d]thiazol-2-yl)-6-methyl-nicotinamide C(#N)C=1C=CC(=C(C1)C1=CC(=NC=C1C(=O)NC=1SC2=C(N1)CN(C2)C(C2=C(C=C(C=C2)C(F)F)OC)=O)C)OC